5-(2-amino-5-bromophenyl)-2-methyl-4-(tetrahydro-2H-pyran-4-yl)-1,2-dihydro-3H-pyrazol-3-one NC1=C(C=C(C=C1)Br)C1=C(C(N(N1)C)=O)C1CCOCC1